NS(=O)(=O)C1=CC=C(N)C=C1 4-(aminosulfonyl)aniline